3-(2-(Benzylmethyl)-4,5-diiodo-1H-imidazol-1-yl)bicyclo[1.1.1]pentan-1-ylcarbamic acid tert-butyl ester C(C)(C)(C)OC(NC12CC(C1)(C2)N2C(=NC(=C2I)I)CCC2=CC=CC=C2)=O